2-(4-(2-bromoacetyl)-2,3-difluorophenyl)pyrrolidine-1-carboxylic acid tert-butyl ester C(C)(C)(C)OC(=O)N1C(CCC1)C1=C(C(=C(C=C1)C(CBr)=O)F)F